zinc-tellurium-selenium [Se].[Te].[Zn]